FC1(CC(C1)CC1=CC(=C(C#N)C(=C1)N1C[C@@H](N(CC1)CC=1N=NC=CC1)C)F)F (S)-4-((3,3-difluorocyclobutyl)methyl)-2-fluoro-6-(3-methyl-4-(pyridazin-3-ylmethyl)piperazin-1-yl)benzonitrile